C(C)OC(C=CC1=CN=C(N1CC1=CN=CN1CC)CN1CCC(CC1)C1=CC=CC=2OC(OC21)(C)C2=C(C=C(C=C2)Cl)F)=O 3-(2-((4-(2-(4-chloro-2-fluorophenyl)-2-methylbenzo[d][1,3]dioxol-4-yl)piperidin-1-yl)methyl)-1-((1-ethyl-1H-imidazol-5-yl)methyl)-1H-imidazol-5-yl)acrylic acid ethyl ester